2-[6-(4-chlorophenoxy)-2-(trifluoromethyl)-3-pyridinyl]-1-(1,2,4-triazol-1-yl)propan-2-ol ClC1=CC=C(OC2=CC=C(C(=N2)C(F)(F)F)C(CN2N=CN=C2)(C)O)C=C1